7-(4-(Chlorosulfonyl)benzoylamino)heptanoic acid tert-butyl ester C(C)(C)(C)OC(CCCCCCNC(C1=CC=C(C=C1)S(=O)(=O)Cl)=O)=O